COC=1N=NC2=C(C=C(C=C2C1)C)C1=CC=C(C=C1)OC1=CC=CC=C1 3-methoxy-6-methyl-8-(4-phenoxyphenyl)cinnoline